tert-butyl 4-[4-(cyclopropanecarbonylamino)-2-pyrrolidin-1-ylbenzoyl]-3-(3-methyl phenyl)piperazine-1-carboxylate C1(CC1)C(=O)NC1=CC(=C(C(=O)N2C(CN(CC2)C(=O)OC(C)(C)C)C2=CC(=CC=C2)C)C=C1)N1CCCC1